2-(pyrimidin-2-yl)-2-azaspiro[3.3]heptane-6-carboxylic acid methyl ester COC(=O)C1CC2(CN(C2)C2=NC=CC=N2)C1